ClC1=C(C=CC=C1)CC(=O)NC=1C=C(C2=CN(N=C2C1)CCNC(C)C)S(N)(=O)=O 2-(2-chlorophenyl)-N-(2-(2-(isopropylamino)ethyl)-4-sulfamoyl-2H-indazol-6-yl)acetamide